2,4-dimethylthiophenylcarbamic acid CSC1=C(C=CC(=C1)SC)NC(O)=O